tert-butyl (2S,6S*)-2-{[(1S)-1-cyano-2-[4-(3-methyl-2-oxo-2,3-dihydro-1,3-benzoxazol-5-yl)phenyl]ethyl]carbamoyl}-6-hydroxy-6-propyl-1,4-oxazepane-4-carboxylate C(#N)[C@H](CC1=CC=C(C=C1)C=1C=CC2=C(N(C(O2)=O)C)C1)NC(=O)[C@H]1OC[C@@](CN(C1)C(=O)OC(C)(C)C)(CCC)O |o1:27|